mono-formyl-diaminomaleonitrile C(=O)N/C(/C#N)=C(/C#N)\N